Tetraphenylborate sodium salt [Na+].C1(=CC=CC=C1)[B-](C1=CC=CC=C1)(C1=CC=CC=C1)C1=CC=CC=C1